methyl 3-(2-((benzhydryl) amino)-4-bromophenyl)-2-methylpropionate C(C1=CC=CC=C1)(C1=CC=CC=C1)NC1=C(C=CC(=C1)Br)CC(C(=O)OC)C